4-ethyl-3-(1-methyl-1H-pyrazol-3-yl)aniline C(C)C1=C(C=C(N)C=C1)C1=NN(C=C1)C